ClC1=CC=C(C=C1)C1=NN([C@H]([C@H]1C1=CC=CC=C1)C)\C(=N/S(=O)(=O)N1CC(CCC1)(F)F)\Cl (4R,5S,E)-3-(4-chlorophenyl)-N-((3,3-difluoropiperidin-1-yl)sulfonyl)-5-methyl-4-phenyl-4,5-dihydro-1H-pyrazole-1-carboximidoyl chloride